FC=1C=C(C=C2C=CC(OC12)(C)C)OC 8-fluoro-6-methoxy-2,2-dimethyl-2H-chromene